4-(3-(2-(benzyloxymethyl)-4-iodo-1H-imidazol-1-yl)bicyclo[1.1.1]pentan-1-yl)morpholine C(C1=CC=CC=C1)OCC=1N(C=C(N1)I)C12CC(C1)(C2)N2CCOCC2